N-(3-((diethylamino)methyl)-4-hydroxyphenyl)-4-(1H-pyrrolo[2,3-b]pyridin-5-yl)benzo[b]thiophene-2-carboxamide C(C)N(CC)CC=1C=C(C=CC1O)NC(=O)C1=CC2=C(S1)C=CC=C2C=2C=C1C(=NC2)NC=C1